BrC=1C=C(C=CC1OC(F)F)C=1OC(=C(N1)C)C(=O)OCC ethyl 2-(3-bromo-4-(difluoromethoxy) phenyl)-4-methyloxazole-5-carboxylate